NCC1=CC=C2C=CNC2=C1 6-aminomethyl-indol